Tert-Butyl 4-(4-((3,4-Dioxo-2-(Pyridin-4-Ylamino)Cyclobut-1-En-1-Yl)Amino)Butyl)Piperidine-1-Carboxylate O=C1C(=C(C1=O)NCCCCC1CCN(CC1)C(=O)OC(C)(C)C)NC1=CC=NC=C1